N-((4RS,5RS)-7-ethyl-4-(4-fluorophenyl)-3-((S*)-oxiran-2-yl)-6-oxo-1-phenyl-4,5,6,7-tetrahydro-1H-pyrazolo[3,4-b]pyridine-5-yl)-3-(trifluoromethyl)benzamide C(C)N1C2=C([C@H]([C@H](C1=O)NC(C1=CC(=CC=C1)C(F)(F)F)=O)C1=CC=C(C=C1)F)C(=NN2C2=CC=CC=C2)[C@@H]2OC2 |&1:5,6,o1:38|